Cl.Cl.N1(CCCCC1)C1CCN(CC1)C(=O)OC=1C(=C2C=C(NC2=CC1)C(=O)C=1OC2=C(C1)C=C(C=C2)NC(=O)NC2=NOC(=C2)C(C)(C)C)CN2CCCCC2 2-(5-(3-(5-(tert-Butyl)isoxazol-3-yl)ureido)benzofuran-2-carbonyl)-4-(piperidin-1-ylmethyl)-1H-indol-5-yl [1,4'-bipiperidine]-1'-carboxylate dihydrochloride